C(CCC)N1C(N(C(C(C1=O)=C(N)N)=O)C1CCC2(CN(C2)C(=O)OCC2=CC=CC=C2)CC1)=O benzyl 7-(3-butyl-5-(diaminomethylene)-2,4,6-trioxotetrahydropyrimidin-1(2H)-yl)-2-azaspiro[3.5]nonane-2-carboxylate